3-(4-hydroxyphenyl)-1-(2,4,6-trihydroxyphenyl)-propan OC1=CC=C(C=C1)CCCC1=C(C=C(C=C1O)O)O